CC1=NC=CC(=N1)N1CC2(CCC1)OCC(N(CC2)CC(=O)O)=O 2-(2-(2-methylpyrimidin-4-yl)-9-oxo-7-oxa-2,10-diazaspiro-[5.6]dodecan-10-yl)acetic acid